2,3,5,6-tetraketopiperazine O=C1NC(C(NC1=O)=O)=O